ClC=1C(=NC(=NC1)N[C@H]1[C@@H](COCC1)O)C=1C=C(C2=C(N(C(=N2)NCCO)C(C)C)C1)F (3S,4R)-4-((5-chloro-4-(4-fluoro-2-((2-hydroxyethyl)amino)-1-isopropyl-1H-benzo[d]imidazol-6-yl)pyrimidin-2-yl)amino)tetrahydro-2H-pyran-3-ol